N-ethyl-Ethanolamine C(C)NCCO